4-({2-[2-(4-fluorophenyl)-1,3-thiazol-4-yl]ethyl}thio)butanal FC1=CC=C(C=C1)C=1SC=C(N1)CCSCCCC=O